C=CC1=C(C)C2C=C3NC(=CC4=NC(=CC5NC(C=C1N=2)=C(C)C=5CCC(=O)O)C(CCC(=O)O)=C4C)C(C)=C3C=C Protoporphyrin